5-iodo-1,6-dimethyl-4-(trifluoromethyl)pyridin-2(1H)-one IC=1C(=CC(N(C1C)C)=O)C(F)(F)F